2,4-dichloro-6-(2,4-dibutoxyphenyl)-1,3,5-triazine ClC1=NC(=NC(=N1)Cl)C1=C(C=C(C=C1)OCCCC)OCCCC